NC1=CC=C(C=C1)N1CCC(CC1)CCN1CCC2(CCN(C2=O)C=2C=NC=C(C2)NC2=NC=C(C(=N2)N2CCCCC2)Cl)CC1 8-(2-(1-(4-aminophenyl)piperidin-4-yl)ethyl)-2-(5-((5-chloro-4-(piperidin-1-yl)pyrimidin-2-yl)amino)pyridin-3-yl)-2,8-diazaspiro[4.5]decan-1-one